N[C@H]1CN(CCC1)C1=C2C(=NC=C1)N(C(=N2)C2=CC(=C(C#N)C=C2)F)C2=C(C=C(C=C2)N2C[C@H](CC2)Cl)F 4-(7-((R)-3-aminopiperidin-1-yl)-3-(4-((S)-3-chloropyrrolidin-1-yl)-2-fluorophenyl)-3H-imidazo[4,5-b]pyridin-2-yl)-2-fluorobenzonitrile